C1(CCCCC1)NC1=N\C(\C(N1C)=O)=C/C1=CC2=CN(N=C2C=C1)C (5Z)-2-(Cyclohexylamino)-3-methyl-5-[(2-methylindazol-5-yl)methylene]imidazol-4-one